Cl.COC1=CC(=C(C=C1NC1=NC=CC(=N1)N1C(N(C2=C1C=CC=C2)C)=O)NC(C=C)=O)N(CCNC)C N-(4-methoxy-2-(methyl(2-(methylamino)ethyl)amino)-5-(4-(3-methyl-2-oxo-2,3-dihydrobenzo[d]imidazol-1-yl)pyrimidin-2-ylamino)phenyl)acrylamide hydrochloride